C(C)(C)(C)S(=O)(=O)NC(C1=CC=C(C=C1)N1CCN(CC1)C(=O)C1=CC=C(C2=CC=CC=C12)C=1C=NC=C(C1)O)=O N-tert-Butylsulfonyl-4-[4-[4-(5-hydroxypyridin-3-yl)naphthalene-1-carbonyl]piperazin-1-yl]benzamide